CC1=C(OC2=C1C=C(C=C2)S(N(CCC2=CC=CC=C2)CC2=C(C=C(C=C2)F)C(F)(F)F)(=O)=O)C(=O)O 3-Methyl-5-(N-(2-(trifluoromethyl)-4-fluorobenzyl)-N-phenethylsulfamoyl)benzofuran-2-carboxylic acid